4,5-dichloropyrazin-3(2H)-one ClN1C(CNC=C1Cl)=O